COC(CCOC[C@H](C)NC=1C=NN(C(C1Br)=O)COCC[Si](C)(C)C)=O (S)-3-(2-((5-bromo-6-oxo-1-((2-(trimethylsilyl)ethoxy)methyl)-1,6-Dihydropyridazin-4-yl)amino)propoxy)propionic acid methyl ester